6-ketocholestanol C[C@H](CCCC(C)C)[C@H]1CC[C@@H]2[C@@]1(CC[C@H]3[C@H]2CC(=O)[C@@H]4[C@@]3(CC[C@@H](C4)O)C)C